(2S,6R)-2-((benzyloxy)methyl)-6-ethoxy-1,4-oxazepane C(C1=CC=CC=C1)OC[C@H]1OC[C@@H](CNC1)OCC